C(C1=CC(O)=C(O)C=C1)=O Protocatechualdehyd